FC=1C(=CC(=NC1)OC)C1=CC(=NN1)C(=O)N1C2(CC2)C[C@H](CC1)C(=O)N[C@@H]1C=2N(CCC1)C=CN2 (S)-4-(5-(5-fluoro-2-methoxypyridin-4-yl)-1H-pyrazole-3-carbonyl)-N-((S)-5,6,7,8-tetrahydroimidazo[1,2-a]pyridin-8-yl)-4-azaspiro[2.5]octane-7-carboxamide